C(C)(=O)[O-].C(CCCCCCC)N1C=[N+](C=C1)CCCCCCCC 1,3-dioctyl-imidazolium acetate